4-[(2S)-1,4-dioxan-2-yl]-2,6-dimethoxybenzene-1-sulfonyl chloride O1[C@H](COCC1)C1=CC(=C(C(=C1)OC)S(=O)(=O)Cl)OC